OC1=C(C=C(C=C1)C1(C(CCCC1)=O)CC#N)OC 2-[1-(4-hydroxy-3-methoxy-phenyl)-2-oxo-cyclohexyl]acetonitrile